Cl.FC=1C=C(C#N)C=C(C1)[C@H]1NOCC1 3-fluoro-5-[(3S)-isoxazolidin-3-yl]benzonitrile hydrochloride